3-hydroxy-2-methylbutyric acid OC(C(C(=O)O)C)C